ClC=1C=C2C=C(C=NC2=C(C1)C=1SC2=C(N1)C=C(C(=C2)O[C@H]([C@@H](C)N(C(O)=O)C=2C=NC(=NC2)CO)C)F)OC.CC(C#C)(C)[SiH](C(C#C)(C)C)C(C#C)(C)C tris(1,1-dimethyl-2-propynyl)silane (2R,3S)-3-((2-(6-chloro-3-methoxyquinolin-8-yl)-5-fluorobenzo[d]thiazol-6-yl)oxy)butan-2-yl-(2-(hydroxymethyl)pyrimidin-5-yl)carbamate